methyl (1R,2S,5S)-3-[(2S)-2-amino-3-methyl-butanoyl]-6,6-dimethyl-3-azabicyclo[3.1.0]hexane-2-carboxylate N[C@H](C(=O)N1[C@@H]([C@H]2C([C@H]2C1)(C)C)C(=O)OC)C(C)C